C(C)(C)(C)OC(=O)N1CCC(C1)=C 4-methylidenepyrrolidine-1-carboxylic acid tert-butyl ester